fluoro-2-hydroxypropanamide FC(C(=O)N)(C)O